sodium indolylacrylate N1C(=CC2=CC=CC=C12)C(C(=O)[O-])=C.[Na+]